C(C)(C)(C)OC(=O)N1C[C@H](OCC1)CC#CC (2R)-2-(but-2-ynyl)morpholine-4-carboxylic acid tert-butyl ester